C(#N)C1=CC(=C(COC2=CC=CC(=N2)C2=CC(=C(CC3=NC4=C(N3[C@H]3COC[C@H]3C3CC3)C=C(C=C4)C(=O)O)C=C2F)F)C=C1)F 2-(4-(6-((4-cyano-2-fluorobenzyl)oxy)pyridin-2-yl)-2,5-difluorobenzyl)-1-((3R,4S)-4-cyclopropyltetrahydrofuran-3-yl)-1H-benzo[d]imidazole-6-carboxylic acid